5-[([4-[2-(benzyloxy)-3,5-difluorophenyl]cyclohexyl]oxy)methyl]-4-oxopyrrolidine-1,3-dicarboxylic acid 1-tert-butyl 3-ethyl ester C(C)OC(=O)C1CN(C(C1=O)COC1CCC(CC1)C1=C(C(=CC(=C1)F)F)OCC1=CC=CC=C1)C(=O)OC(C)(C)C